FC(C=CC(F)(F)F)F 1,1,4,4,4-pentafluoro-2-butene